N-[4-[(6,7-dimethoxy-1,5-naphthyridin-4-yl)oxy]-3-fluorophenyl]-1-(4-fluorophenyl)-2-oxo-6,7,8,9-tetrahydroquinolizine-3-carboxamide COC=1N=C2C(=CC=NC2=CC1OC)OC1=C(C=C(C=C1)NC(=O)C=1C(C(=C2CCCCN2C1)C1=CC=C(C=C1)F)=O)F